tert-butyl-(3R)-3-[(6-chloro-8-methyl-1-isoquinolyl)amino]piperidine C(C)(C)(C)N1C[C@@H](CCC1)NC1=NC=CC2=CC(=CC(=C12)C)Cl